C(#C)N(S(=O)(=O)C1=CC=C(C=C1)CNCC1=CC=C(C=C1)C=1SC2=C(N1)C=CC=C2)C N-ethynyl-N-methyl-4-(4-benzothiazol-2-ylphenyl)methylaminomethylbenzenesulfonamide